bromo-3-chloroquinolin-2-ol BrC1=C(C(=NC2=CC=CC=C12)O)Cl